BrC1=CC=C(C=C1)C1=NN(C(C1)C1=CC=C(C=C1)C(F)(F)F)C(=O)C1C(OC2=C(C1)C=CC(=C2)OCCC[Se]C#N)=O 3-(3-(4-bromophenyl)-5-(4-(trifluoromethyl)phenyl)-4,5-dihydro-1H-pyrazole-1-carbonyl)-7-(3-cyanoselenopropoxy)-dihydro-benzopyran-2-one